N-(4-(N-cyclopropylsulfamoyl)phenyl)-3-(indolin-1-ylsulfonyl)benzamide C1(CC1)NS(=O)(=O)C1=CC=C(C=C1)NC(C1=CC(=CC=C1)S(=O)(=O)N1CCC2=CC=CC=C12)=O